C1(=CC=CC=C1)NC(N(C(C(=O)O)C(C)=O)C)=N N-phenyl-acetyl-creatine